5-(4-(4-(5-(trifluoromethyl)-1H-indol-3-yl)butyl)piperazine-1-yl)benzofuran-2-carboxamide FC(C=1C=C2C(=CNC2=CC1)CCCCN1CCN(CC1)C=1C=CC2=C(C=C(O2)C(=O)N)C1)(F)F